tert-butyl (1-acetylpiperidin-4-yl)((3'-chloro-6-methoxy-2'-(3-(4-methoxy-5-vinylpicolinamido)-2-methylphenyl)-[2,4'-bipyridin]-5-yl)methyl)carbamate C(C)(=O)N1CCC(CC1)N(C(OC(C)(C)C)=O)CC=1C=CC(=NC1OC)C1=C(C(=NC=C1)C1=C(C(=CC=C1)NC(C1=NC=C(C(=C1)OC)C=C)=O)C)Cl